C(C)(C)(C)OC(=O)N1C[C@@H](N([C@@H](C1)C=1C(=C2COC(C2=CC1)=O)C)O)C (3s,5r)-4-hydroxy-3-methyl-5-(4-methyl-1-oxo-1,3-dihydroisobenzofuran-5-yl)piperazine-1-carboxylic acid tert-butyl ester